N-((1H-pyrrolo[3,2-c]pyridin-2-yl)methyl)-2-(6-(3-(methylsulfonamidomethyl)phenyl)-2-oxo-3-(phenethylamino)pyrazin-1(2H)-yl)acetamide N1C(=CC=2C=NC=CC21)CNC(CN2C(C(=NC=C2C2=CC(=CC=C2)CNS(=O)(=O)C)NCCC2=CC=CC=C2)=O)=O